C(C)(=O)N1CCC2(C[C@H]2CC(=O)NC2=NC=C(C(=C2)C2=C3N(N=C2)CC(C3)(C)C)Cl)CC1 (S)-2-(6-acetyl-6-azaspiro[2.5]oct-1-yl)-N-(5-chloro-4-(5,5-dimethyl-5,6-dihydro-4H-pyrrolo[1,2-b]pyrazol-3-yl)pyridin-2-yl)acetamide